2-Bromo-1-phenyl-ethanon BrCC(=O)C1=CC=CC=C1